ClC(=CC1=CN=C(N1C)C(C(C(=O)OCC)SCC)=O)C(F)(F)F Ethyl 3-[5-(2-chloro-3,3,3-trifluoroprop-1-en-1-yl)-1-methyl-1H-imidazol-2-yl]-2-(Ethylthio)-3-oxopropanoate